CC1=NC(=CC(=N1)NCCNC([C@H](C)N(C(CC)=O)C)=O)NC=1SC(=CN1)C1=CC=CC=C1 (2S)-N-[2-[[2-methyl-6-[(5-phenylthiazol-2-yl)amino]pyrimidin-4-yl]amino]ethyl]-2-[methyl(propanoyl)amino]propanamide